(S,E)-N-(4-((1-(tert-butoxy)-1-oxo-3-phenylpropan-2-yl)amino)-4-oxobut-2-en-2-yl)-N,N-dimethylhexan-1-aminium chloride [Cl-].C(C)(C)(C)OC([C@H](CC1=CC=CC=C1)NC(/C=C(\C)/[N+](CCCCCC)(C)C)=O)=O